CC1(CCCC=2CCC(CC12)C=O)C 8,8-dimethyl-1,2,3,4,5,6,7,8-octahydro-naphthalene-2-carbaldehyde